BrC=1C(=NC(=C(C1)C)C)O 3-bromo-5,6-dimethylpyridin-2-ol